2,3-dimethylhexene CC(=C)C(CCC)C